S-[2-(4-pyridyl)ethyl]-L-cysteine N1=CC=C(C=C1)CCSC[C@H](N)C(=O)O